potassium (3-(tert-butyl)-1H-pyrazol-5-yl)trifluoroborate C(C)(C)(C)C1=NNC(=C1)[B-](F)(F)F.[K+]